C(#C)[C@]1([C@@H](O[C@@H]([C@H]1O)CO)N1C(=O)NC(=O)C=C1)O (2'S)-2'-ethynyluridine